CN(CCCCCN)C N',N'-dimethyl-pentane-1,5-diamine